CN(C(=CC1=C(C=C(S1)C(=O)OC)[N+](=O)[O-])C)C Methyl 5-(2-(dimethylamino) prop-1-en-1-yl)-4-nitrothiophene-2-carboxylate